COC=1C=C(C=CC1)[C@H]1OC2=C([C@@H]1C)C=CC(=C2)NC(=O)NCC2=CC=NC=C2 N-[(2S,3S)-2-(3-methoxyphenyl)-3-methyl-2,3-dihydro-1-benzofuran-6-yl]-N'-[(pyridin-4-yl)methyl]urea